Cl.COC1=CC2=C(CC(NCC2)=O)C=C1OC 1,3,4,5-tetrahydro-7,8-dimethoxy-2H-3-benzoazepin-2-one hydrochloride salt